6-chloro-4-[(3R,4R)-4-(4-fluoro-N-methyl-anilino)-3-methoxy-1-piperidyl]-1-methyl-2-oxo-1,5-naphthyridine-3-carbonitrile ClC=1N=C2C(=C(C(N(C2=CC1)C)=O)C#N)N1C[C@H]([C@@H](CC1)N(C1=CC=C(C=C1)F)C)OC